1-(cyclobutylmethyl)-1H-indazole-3-carboxylic acid C1(CCC1)CN1N=C(C2=CC=CC=C12)C(=O)O